4'-FORMYL-BIPHENYL-2-CARBOXYLIC ACID C(=O)C1=CC=C(C=C1)C=1C(=CC=CC1)C(=O)O